NC1=C2C(=NC=N1)N(N=C2C#CC2=CC1=C(N(C(=N1)C)CC)C=C2)[C@H]2C[C@@H](N(C2)C(C=C)=O)CC#N 2-[(2R,4S)-4-[4-amino-3-[2-(1-ethyl-2-methyl-1,3-benzodiazol-5-yl)ethynyl]pyrazolo[3,4-d]pyrimidin-1-yl]-1-(prop-2-enoyl)pyrrolidin-2-yl]acetonitrile